O=C1N(C(=C2N1CCNC2)C(=O)N)C2=CC=C(C=C2)N2C[C@H](OCC2)C(F)(F)F |r| 3-oxo-2-[4-[rac-(2S)-2-(trifluoromethyl)morpholin-4-yl]phenyl]-6,8-dihydro-5H-imidazo[1,5-a]pyrazine-1-carboxamide